4-Methyl-2-(1-methyl-1H-pyrazol-3-yl)-5-((7-methyl-8-oxo-9-(tetrahydro-2H-pyran-4-yl)-8,9-dihydro-7H-purin-2-yl)amino)benzonitrile CC1=CC(=C(C#N)C=C1NC1=NC=C2N(C(N(C2=N1)C1CCOCC1)=O)C)C1=NN(C=C1)C